CC\C=C\OCCOCCOCCO\C=C\CC (3E,15E)-5,8,11,14-tetraoxaoctadecane-3,15-diene